N[C@H]1CS(C2=C(N(C1=O)CC1=CC=C(C=C1)Cl)C=C(C(=C2)F)C=2OC(=NN2)C2C(CCCC2)(F)F)(=O)=O (3R)-3-amino-5-[(4-chlorophenyl)methyl]-7-[5-(2,2-difluorocyclohexyl)-1,3,4-oxadiazol-2-yl]-8-fluoro-1,1-dioxo-2,3-dihydro-1lambda6,5-benzothiazepin-4-one